C(C(C)C)C(COC)(COC)CC(C)C 2,2-diisobutyl-1,3-dimethoxypropane